iso-tricosyl isocyanate C(CCCCCCCCCCCCCCCCCCCC(C)C)N=C=O